2-(3,3-Difluoropiperidin-4-yl)-N-[(3r,4r)-4-methyl-1-(8-methylquinolin-5-yl)pyrrolidin-3-yl]acetamide FC1(CNCCC1CC(=O)N[C@H]1CN(C[C@H]1C)C1=C2C=CC=NC2=C(C=C1)C)F